(4-cyclopentylpiperazin-1-yl)(7-((4-(ethylamino)-3-(trifluoromethyl)-1H-pyrrolo[2,3-b]pyridin-6-yl)amino)-2,3-dihydrobenzofuran-4-yl)methanone C1(CCCC1)N1CCN(CC1)C(=O)C1=CC=C(C2=C1CCO2)NC2=CC(=C1C(=N2)NC=C1C(F)(F)F)NCC